1,1,3-tris[2-methyl-4-[3-(3,5-di-t-butyl-4-hydroxyphenyl)propionyloxy]-5-tert-butylphenyl]Butane CC1=C(C=C(C(=C1)OC(CCC1=CC(=C(C(=C1)C(C)(C)C)O)C(C)(C)C)=O)C(C)(C)C)C(CC(C)C1=C(C=C(C(=C1)C(C)(C)C)OC(CCC1=CC(=C(C(=C1)C(C)(C)C)O)C(C)(C)C)=O)C)C1=C(C=C(C(=C1)C(C)(C)C)OC(CCC1=CC(=C(C(=C1)C(C)(C)C)O)C(C)(C)C)=O)C